O=C1N[C@H]2[C@@H](OC1)CCN(C2)C(=O)N2CCC1(C[C@@H](CO1)NS(=O)(=O)C1=CC(=CC=C1)C(F)(F)F)CC2 N-((S)-8-((4aR,8aS)-3-Oxooctahydro-2H-pyrido[4,3-b][1,4]oxazine-6-carbonyl)-1-oxa-8-azaspiro[4.5]decan-3-yl)-3-(trifluoromethyl)benzenesulfonamide